C(C=C)CC(=O)[O-].[Li+].ClC=1C=NC(=C(C(=O)NC2CCC(CC2)CN2C(N(C3=C2C=CC=C3)C3=C(C=C(C=C3)F)C#N)=O)C1)C(F)F 5-chloro-N-((1r,4r)-4-((3-(2-cyano-4-fluorophenyl)-2-oxo-2,3-dihydro-1H-benzo[d]imidazol-1-yl)methyl)cyclohexyl)-2-(difluoromethyl)nicotinamide lithium allyl-acetate